C(CCCCCCCCCCCCC)(=O)OC[C@H](COP(=O)(O)OCC(COC(CCN(CC1CC1)C(=O)OC(C)(C)C)=O)OC(CCN(CC1CC1)C(=O)OC(C)(C)C)=O)OC(CCCCCCCCCCCCC)=O (2R)-3-(((2,3-bis((3-((tert-butoxycarbonyl) (cyclopropylmethyl)amino)propanoyl)oxy)propoxy)(hydroxy)phosphoryl)oxy)propane-1,2-diyl ditetradecanoate